tert-butyl 2-(methylsulfonyl)-2,6-dihydropyrrolo[3,4-c]pyrazole-5(4H)-carboxylate CS(=O)(=O)N1N=C2C(=C1)CN(C2)C(=O)OC(C)(C)C